BrC1=C(C=C(C=C1)Cl)C[C@@H](C(=O)O)NC(=O)OCC1C2=CC=CC=C2C=2C=CC=CC12 (2S)-3-(2-bromo-5-chloro-phenyl)-2-(9H-fluoren-9-ylmethoxycarbonylamino)propanoic acid